3-(4-((R)-7-((1-(4-((1R,2S)-6-hydroxy-2-phenyl-1,2,3,4-tetrahydronaphthalen-1-yl)phenyl)piperidin-4-yl)methyl)-2,7-diazaspiro[4.4]nonan-2-yl)phenyl)piperidine-2,6-dione OC=1C=C2CC[C@@H]([C@@H](C2=CC1)C1=CC=C(C=C1)N1CCC(CC1)CN1C[C@]2(CCN(C2)C2=CC=C(C=C2)C2C(NC(CC2)=O)=O)CC1)C1=CC=CC=C1